4-[(3-chloro-4-fluorophenyl)amino]-7-methoxy-6-{3-[(1R,6S)-2,5-dioxa-8-azabicyclo[4.3.0]nonane-8-yl]propoxy}quinazoline ClC=1C=C(C=CC1F)NC1=NC=NC2=CC(=C(C=C12)OCCCN1C[C@@H]2OCCO[C@@H]2C1)OC